C(C=C)(=O)N(NC([C@H](CC(C)C)NC(OCC1=CC=CC=C1)=O)=O)CCC(=O)N benzyl (S)-(1-(2-acryloyl-2-(3-amino-3-oxopropyl)hydrazineyl)-4-methyl-1-oxopentan-2-yl)carbamate